5-[6-(7,8-dimethyl-[1,2,4]triazolo[4,3-b]pyridazin-6-yl)-7,8-dihydro-5H-1,6-naphthyridin-3-yl]thiazole CC1=C(C=2N(N=C1N1CC=3C=C(C=NC3CC1)C1=CN=CS1)C=NN2)C